C(C)OC1=CC(N=N1)(C(=O)O)C.ClC=1SC(=C(N1)C1=CC=C(C=C1)C(F)(F)F)SC(C)C 2-chloro-5-(isopropylsulfanyl)-4-(4-(trifluoromethyl)phenyl)thiazole 5-Ethoxy-3-Methyl-Pyrazolate